3-(3-(3-chloropyridazin-4-yl)-1H-pyrazolo[3,4-b]-pyrazin-6-yl)-8-azaspiro-[4.5]decan-2-ol ClC=1N=NC=CC1C1=NNC2=NC(=CN=C21)C2C(CC1(C2)CCNCC1)O